Rac-cis-1-[4-(5-chloro-2-fluoropyridin-3-yl)-4-fluoro-3-methylpiperidin-1-yl]ethan-1-one ClC=1C=C(C(=NC1)F)[C@]1([C@@H](CN(CC1)C(C)=O)C)F |r|